C(C)(C)C=1C(=NNC1C=1C=C(C=2N(C1)N=CN2)OC)C=2SC(=CN2)N2CCC(CC2)=O 1-(2-(4-isopropyl-5-(8-methoxy-[1,2,4]triazolo[1,5-a]pyridin-6-yl)-1H-pyrazol-3-yl)thiazol-5-yl)piperidin-4-one